2-isopropyl-4-methylenetetrahydro-2H-pyran C(C)(C)C1OCCC(C1)=C